titanium-yttrium [Y].[Ti]